ClC1=C(C=CC=C1NC=1C=NC(=CC1)C)[C@@]1(CC(N(C(N1)=N)[C@@H]1CC(OCC1)(C)C)=O)C |o1:22| (6S)-6-{2-Chloro-3-[(6-methyl-pyridin-3-yl)amino]phenyl}-3-[(4S*)-2,2-dimethyltetrahydro-pyran-4-yl]-2-imino-6-methyl-hexahydropyrimidin-4-one